2,3,6,7,8,9-hexahydroimidazo[1,2-a]pyrido[3,4-e]pyrimidin-5(1H)-one C1CNC=2N1C1=C(C(N2)=O)CNCC1